CN(C1CN2C(OC1)=C(C=N2)S(=O)(N)=NC(NC2=C1CCCC1=CC=1CCCC21)=O)C 6-(dimethylamino)-N'-((1,2,3,5,6,7-hexahydro-s-indacen-4-yl)carbamoyl)-6,7-dihydro-5H-pyrazolo[5,1-b][1,3]oxazine-3-sulfonimidamide